(3S,4S)-4-fluoro-3-(2-fluoro-5-nitro-4-((2-phenoxyethyl)amino)benzamido)piperidine-1-carboxylic acid tert-butyl ester C(C)(C)(C)OC(=O)N1C[C@@H]([C@H](CC1)F)NC(C1=C(C=C(C(=C1)[N+](=O)[O-])NCCOC1=CC=CC=C1)F)=O